(2S,5'R)-7-chloro-6-[3-(1-hydroxy-1-methyl-ethyl)-1,2,4-oxadiazol-5-yl]-3',4-dimethoxy-5'-methyl-spiro[benzofuran-2,4'-cyclohex-2-ene]-1',3-dione ClC1=C(C=C(C=2C([C@]3(C(=CC(C[C@H]3C)=O)OC)OC21)=O)OC)C2=NC(=NO2)C(C)(C)O